tert-butyl (S)-2-((tert-butoxycarbonyl) amino)-3-(4-((12-(5-cyanothiophene-2-carboxamido)dodecyl)oxy) phenyl)propanoate C(C)(C)(C)OC(=O)N[C@H](C(=O)OC(C)(C)C)CC1=CC=C(C=C1)OCCCCCCCCCCCCNC(=O)C=1SC(=CC1)C#N